BrC=1C=CC(=C(O[C@H]2C[C@H](N(C2)C(=O)OC(C)(C)C)C(=O)OC)C1)C=1OC2=C(C=CC=C2C(C1)=O)Cl O1-tert-butyl O2-methyl (2S,4S)-4-[5-bromo-2-(8-chloro-4-oxo-chromen-2-yl)phenoxy]pyrrolidine-1,2-dicarboxylate